O=C1NC(CCC1N1C(N(C2=C1C=CC(=C2)N2CCC(CC2)C(=O)OC(C)(C)C)CC)=O)=O tert-butyl 1-[1-(2,6-dioxo-3-piperidyl)-3-ethyl-2-oxo-benzimidazol-5-yl]piperidine-4-carboxylate